C(C)(C)(C)OC(NCC1=NC=CC(=C1)Br)=O tert-butyl((4-bromopyridin-2-yl)methyl)carbamate